(E)-4,4,5,5-tetramethyl-2-(3-(2-nitrovinyl)phenyl)-1,3,2-dioxaborolane CC1(OB(OC1(C)C)C1=CC(=CC=C1)\C=C\[N+](=O)[O-])C